7-bromo-5-methylthieno[3,2-b]pyridine-3-carbaldehyde BrC1=C2C(=NC(=C1)C)C(=CS2)C=O